N-[2-(2-fluorophenyl)ethyl]-2,2,4,6,7-pentamethyl-2,3-dihydro-1-benzofuran-5-sulfonamide FC1=C(C=CC=C1)CCNS(=O)(=O)C=1C(=C(C2=C(CC(O2)(C)C)C1C)C)C